N-(3-chloro-2-fluorophenylmethyl)-2-(ethylamino)acetamide ClC=1C(=C(C=CC1)CNC(CNCC)=O)F